C(C)OC(=O)C=1OC2=C(C1C)C=C(C=C2)S(N(CC)C2=C(C=CC(=C2)N2CCCCC2)CN(CC=2OC=CC2)C(C2=C(C=CC=C2)Cl)=O)(=O)=O.C(C)(C)(C)OOC2=CC=C(C=C2)OOC(C)(C)C 1,4-bis(t-butylperoxy)benzene ethyl-5-(N-(2-((2-chloro-N-(furan-2-ylmethyl)benzoylamino)methyl)-5-(piperidin-1-yl)phenyl)-N-ethylsulfamoyl)-3-methylbenzofuran-2-carboxylate